triisopropoxy(octyl)silane C(C)(C)O[Si](CCCCCCCC)(OC(C)C)OC(C)C